3-bromo-4-(difluoro(phenyl)methyl)benzoic acid BrC=1C=C(C(=O)O)C=CC1C(C1=CC=CC=C1)(F)F